C(#N)C=1C=NN2C1C(=CC(=C2)C=2C=NN(C2)C)C2=NN(C(=C2)C(=O)OC)C methyl 3-(3-cyano-6-(1-methyl-1H-pyrazol-4-yl) pyrazolo[1,5-a]pyridin-4-yl)-1-methyl-1H-pyrazole-5-carboxylate